1-(6-fluoro-4-(4-fluorophenyl)-3,4-dihydroquinoxalin-1(2H)-yl)-3-morpholinopropan-1-one FC=1C=C2N(CCN(C2=CC1)C(CCN1CCOCC1)=O)C1=CC=C(C=C1)F